(S)-3,3-dimethyl-2-(thiazol-5-ylamino)butanoic acid CC([C@@H](C(=O)O)NC1=CN=CS1)(C)C